NC=1C(=CC2=CC(=CC=C2C1)S(=O)(=O)O)S(=O)(=O)O 3-amino-2,7-naphthalenedisulfonic acid